N-(4-((4-(tetrahydrofuran-2-yl)-4-(2-(thiophen-2-yl)ethyl)piperidin-1-yl)methyl)phenyl)acetamide O1C(CCC1)C1(CCN(CC1)CC1=CC=C(C=C1)NC(C)=O)CCC=1SC=CC1